OC(CCNC(=O)C1CN(CCN1C)C1=CC=C2C(=NNC2=C1)C(=O)NC)C1=CC=CC=C1 6-{3-[(3-hydroxy-3-phenylpropyl)carbamoyl]-4-methylpiperazin-1-yl}-N-methyl-1H-indazole-3-carboxamide